C(CCCCC)C=1C=C(SC1)B(O)O (4-HEXYL-2-THIENYL)-BORONIC ACID